FC=1C=C(C=CC1C1CCN(CC1)C1CCN(CC1)CCC(=O)N1CCC(CC1)NC1=NC=C(C(=N1)C1=CC(=CC=C1)N1C(C=CC=C1)=O)F)NC1C(NC(CC1)=O)=O 3-((3-fluoro-4-(1'-(3-(4-((5-fluoro-4-(3-(2-oxopyridin-1(2H)-yl)phenyl)pyrimidin-2-yl)amino)piperidin-1-yl)-3-oxopropyl)-[1,4'-bipiperidin]-4-yl)phenyl)amino)piperidine-2,6-dione